FC(C(C)(F)C=1C=CC(=NC1)N1N=CC(=C1)C1=NC=2C(=NC=CC2)N1)(F)F (1-(5-(1,1,1,2-tetrafluoropropan-2-yl)pyridin-2-yl)-1H-pyrazol-4-yl)-3H-imidazo[4,5-b]pyridine